2,6-di-M-tolylpyrimidine-4-carboxylic acid ethyl ester C(C)OC(=O)C1=NC(=NC(=C1)C=1C=C(C=CC1)C)C=1C=C(C=CC1)C